4-[[(1R)-3-Heptadecoxy-1-(hydroxymethyl)propoxy]methyl]benzonitrile C(CCCCCCCCCCCCCCCC)OCC[C@@H](OCC1=CC=C(C#N)C=C1)CO